C(C)OC(C(C)(C)N1CC=2C=CC(=NC2CC1)CO[Si](C)(C)C(C)(C)C)=O 2-((((tert-butyldimethylsilyl)oxy)methyl)-7,8-dihydro-1,6-naphthyridine-6(5H)-yl)-2-methylpropanoic acid ethyl ester